[Ti].[Cu].[Mn].[Fe].[Ni].[Na] sodium nickel iron manganese copper titanium